ClC1=CC=C(C=C1)NC(=O)N1[C@H](C[C@H](C1)OC)C(=O)NC1=C(C=CC(=C1)C(CCC1CC1)(C1=NC=CC=C1)N[S@@](=O)C(C)(C)C)F (2r,4r)-N1-(4-chlorophenyl)-N2-(5-(3-cyclopropyl-1-((S)-1,1-dimethylethylsulfinamido)-1-(pyridin-2-yl)propyl)-2-fluorophenyl)-4-methoxypyrrolidine-1,2-dicarboxamide